CC(CC[C@H](N)C(=O)O)NC(NC)=N δ,ω-Dimethyl-arginine